1-(4-nitrophenyl)-4-propylpiperidine [N+](=O)([O-])C1=CC=C(C=C1)N1CCC(CC1)CCC